BrC=1C=CC2=C(N=C(S2)B(O)O)C1 5-Bromobenzo[d]thiazoleboronic acid